C[Si](O)(C=1SC=CC1)C dimethyl-(thiophene-2-yl)silanol